N1=CCCC(=C1)CC(=O)O pyridine-5(4H)-acetic acid